4-(1-methylethyl)phenyl-4-methylphenyliodonium tetrakis(pentafluorophenyl)borate FC1=C(C(=C(C(=C1[B-](C1=C(C(=C(C(=C1F)F)F)F)F)(C1=C(C(=C(C(=C1F)F)F)F)F)C1=C(C(=C(C(=C1F)F)F)F)F)F)F)F)F.CC(C)C1=CC=C(C=C1)[I+]C1=CC=C(C=C1)C